7-oxa-bicyclo[2.2.1]hept-5-ene-2,3-dicarboxylic acid C12C(C(C(C=C1)O2)C(=O)O)C(=O)O